2,5-DIHYDRO-4-METHYL-5-OXO-3-FURANCARBOXYLIC ACID CC1=C(COC1=O)C(=O)O